Cl.Cl.ClC=1C(=NC2=CC=C(C=C2C1)C=1N=C(NC1)CN)N1CCNCC1 [4-(3-chloro-2-piperazin-1-yl-6-quinolyl)-1H-imidazol-2-yl]methanamine dihydrochloride